OCCCCN(C(OC(C)(C)C)=O)C tert-Butyl (4-hydroxybutyl)(methyl)carbamate